NCC(CN1N=CN(C1=O)C1=CC=CC(=N1)C=1C=C2CCC(NC2=C(C1)C)=O)=C(F)F 6-[6-[1-[2-(aminomethyl)-3,3-difluoro-allyl]-5-oxo-1,2,4-triazol-4-yl]-2-pyridinyl]-8-methyl-3,4-dihydro-1H-quinolin-2-one